DIMETHYLALLYL PYROPHOSPHATE O(P([O-])(=O)OP(=O)([O-])[O-])CC=C(C)C